1,5-anhydro-2,3-dideoxy-3-(((7-(4-(ethylcarbamoyl)-3-fluorobenzyl)-4-methoxy-2,3-dihydro-1H-inden-5-yl)carbonyl)amino)-L-threo-pentitol C(C)NC(=O)C1=C(C=C(CC=2C=C(C(=C3CCCC23)OC)C(=O)N[C@H]2CCOC[C@@H]2O)C=C1)F